3-(2-(2-(dimethylamino)ethylamino)propoxy)-6-methylpyrimidin CN(CCNC(CON1CN=C(C=C1)C)C)C